2-((S)-4-{7-(isoquinolin-8-yl)-2-[((S)-1-methylpyrrolidin-2-yl)methoxy]-5,6,7,8-tetrahydropyridino[3,4-d]pyrimidin-4-yl}piperazin-2-yl)acetonitrile C1=NC=CC2=CC=CC(=C12)N1CC=2N=C(N=C(C2CC1)N1C[C@@H](NCC1)CC#N)OC[C@H]1N(CCC1)C